ClC=1C=C(C=C(C1)Cl)N1CCN(CC1)S(=O)(=O)C1=CC=C(C=C1)NC(=O)C=1C=C(C=CC1N(S(=O)(=O)C)C)CCC(=O)O 3-[3-[[4-[4-(3,5-Dichlorophenyl)piperazin-1-yl]sulfonylphenyl]carbamoyl]-4-[methyl(methyl-sulfonyl)amino]phenyl]propanoic acid